IC=1C=C2CCN(CC2=C(C1CCC)I)CC1=CC=C(C=C1)C#N (S)-6,8-diiodo-2-(4-cyanobenzyl)-7-propyl-1,2,3,4-tetrahydroisoquinoline